3-Hydroxy-2-oxo-1-(1-(phenylsulfonyl)-1H-indol-5-yl)pyrrolidine-3-carboxylic acid OC1(C(N(CC1)C=1C=C2C=CN(C2=CC1)S(=O)(=O)C1=CC=CC=C1)=O)C(=O)O